4-(dimethylamino)but-2-enamide CN(CC=CC(=O)N)C